ethyl N-[(5-methoxy-2-pyridyl)carbamothioyl]carbamate COC=1C=CC(=NC1)NC(=S)NC(OCC)=O